ethyl 5-methoxy-6-methyl-2,3-dihydro-1-benzofuran-4-carboxylate COC1=C(C=C2C(CCO2)=C1C(=O)OCC)C